COC=1C(=CC(=C(C=O)C1)[N+](=O)[O-])OP(=O)(C1=CC=CC=C1)C1=CC=CC=C1 5-Methoxy-4-(diphenylphosphinoyloxy)-2-nitrobenzaldehyde